C(C)(C)(C)OC(=O)C1CC2=C(CN1)NN=C2C(=O)O 5-(tert-butoxycarbonyl)-4,5,6,7-tetrahydro-1H-pyrazolo[3,4-c]pyridine-3-carboxylic acid